O=C(/C=C/C1=CC=C(OCC(=O)O)C=C1)C1=CC=C(C=C1)NC(NC(C)C)=O 2-[4-[(E)-3-Oxo-3-[4-(propan-2-ylcarbamoylamino)phenyl]prop-1-enyl]phenoxy]acetic acid